[Zn+2].C1(=CC=CC=C1)P([O-])(=O)C1=CC=CC=C1.C1(=CC=CC=C1)P([O-])(=O)C1=CC=CC=C1 bis(diphenylphosphinate) zinc